2-(dimethylamino)-1-methyl-5-phenyl-7-(trifluoromethyl)-1,5-dihydro-4H-imidazo[4,5-c][1,8]naphthyridin-4-one CN(C=1N(C2=C(C(N(C=3N=C(C=CC23)C(F)(F)F)C2=CC=CC=C2)=O)N1)C)C